(9H-fluoren-9-yl)methyl (R)-(12,12-dimethyl-2,10-dioxo-8-phenyl-5,11-dioxo-3,9-diazatridecyl)carbamate CC(C(C(N[C@H](CCC(CNC(CNC(OCC1C2=CC=CC=C2C=2C=CC=CC12)=O)=O)=O)C1=CC=CC=C1)=O)=O)(C)C